N1CC(CC1)[C@H](C(=O)O)C 2-(R)-pyrrolidin-3-ylpropanoic acid